NC1=NC=NN2C1=CC=C2C=2CN(CC2)C(=O)OC(C)(C)C Tert-butyl 3-(4-aminopyrrolo[2,1-f][1,2,4]triazin-7-yl)-2,5-dihydropyrrole-1-carboxylate